OC=1C=C(C=C(C(=O)OCC)C#N)C=CC1 ethyl 3-hydroxy-α-cyanocinnamate